2-Amino-1-(3-((4-methoxybenzyl)oxy)-2,6-dimethylphenyl)-5-methyl-6-(pyrrolidin-1-yl)-1H-pyrrolo[2,3-b]pyridine-3-carbonitrile NC1=C(C=2C(=NC(=C(C2)C)N2CCCC2)N1C1=C(C(=CC=C1C)OCC1=CC=C(C=C1)OC)C)C#N